O1CCC(CC1)N1NC(=C2C1=NC(C(C2)NC(C2=CC(=CC=C2)C(F)(F)F)=O)=O)C(=O)O 1-(oxan-4-yl)-6-oxo-5-[3-(trifluoromethyl)benzamido]-4H,5H-pyrazolo[3,4-b]pyridine-3-carboxylic acid